ClC1=C(C=CC(=C1)F)C1(CC1)C1=NOC=N1 3-(1-(2-chloro-4-fluorophenyl)cyclopropyl)-1,2,4-oxadiazol